N[C@H]1CN(C[C@@H](C1)F)C(=O)C1=CC2=C(N(C(=N2)C2=CC=3C=4N2CCNC4C=CC3)CC=3C=NN(C3)CC)C(=C1)F ((3R,5R)-3-amino-5-fluoropiperidin-1-yl)(2-(2,3-dihydro-1H-pyrrolo[1,2,3-de]quinoxalin-5-yl)-1-((1-ethyl-1H-pyrazol-4-yl)methyl)-7-fluoro-1H-benzo[d]imidazol-5-yl)methanone